C1(CC1)N1N=CC(=C1)SC=1C=C2C=NN(C(C2=CC1)=O)CC1=NN(C=C1)C 6-(1-cyclopropyl-1H-pyrazol-4-ylthio)-2-((1-methyl-1H-pyrazol-3-yl)methyl)phthalazin-1(2H)-one